N-(4-(4-amino-2,7-dimethyl-7H-pyrrolo[2,3-d]pyrimidin-5-yl)-3-fluorophenyl)-2-(3-chlorophenyl)-2-hydroxyacetamide NC=1C2=C(N=C(N1)C)N(C=C2C2=C(C=C(C=C2)NC(C(O)C2=CC(=CC=C2)Cl)=O)F)C